4-[(3aR,9bR)-7-{[2-fluoro-6-(trifluoromethyl)phenyl]methoxy}-9b-(4-fluorobenzenesulfonyl)-1H,2H,3H,3aH,4H,5H,9bH-benzo[e]indole-3-carbonyl]-4-hydroxy-1λ6-thiane-1,1-dione FC1=C(C(=CC=C1)C(F)(F)F)COC1=CC2=C([C@@]3(CCN([C@@H]3CC2)C(=O)C2(CCS(CC2)(=O)=O)O)S(=O)(=O)C2=CC=C(C=C2)F)C=C1